C(C)C1=NN(C=C1)C1CCN(CC1)C 3-ethyl-1-(1-methylpiperidin-4-yl)-1H-pyrazol